2-fluoro-8-methyl-8-(1-((2-(trimethylsilyl)ethoxy)methyl)-1H-pyrazol-3-yl)-7,8-dihydro-6H-cyclopenta[e]pyrazolo[1,5-a]pyrimidine-6-carbonitrile FC1=NN2C(N=CC3=C2C(CC3C#N)(C3=NN(C=C3)COCC[Si](C)(C)C)C)=C1